O=C1NC(CCC1N1C(C2=CC=C(C=C2C1)O[C@H]1[C@H](CCCC1)NCC1(CCC1)C#N)=O)=O 1-((((1S,2R)-2-((2-(2,6-dioxopiperidin-3-yl)-1-oxoisoindolin-5-yl)oxy)cyclohexyl)amino)methyl)cyclobutane-1-carbonitrile